4-[(2-chloro-6-fluorophenyl)methyl]-3-[(2-chlorophenyl)methyl]-4,5-dihydro-1,2,4-oxadiazol-5-one ClC1=C(C(=CC=C1)F)CN1C(=NOC1=O)CC1=C(C=CC=C1)Cl